2-hydroxy-7-methyl-6,7-dihydro-5H-cyclopenta[b]pyridine-4-carboxylic acid OC1=CC(=C2C(=N1)C(CC2)C)C(=O)O